5-(dimethylamino)-2-mesitylimidazo[1,5-a]pyridin-3-ylidenegold(I) chloride CN(C1=CC=CC=2N1C(N(C2)C2=C(C=C(C=C2C)C)C)=[Au-2]Cl)C